ClC=1C(=CC(=NC1)Cl)Cl 5-chloro-2,4-dichloropyridine